NC1=CC=C(C(=C1C(=O)OC)Cl)OC1=C(C(=CC=C1F)N(C(=O)OC(C)(C)C)C(=O)OC(C)(C)C)Cl methyl 6-amino-3-(3-(bis(tert-butoxycarbonyl)amino)-2-chloro-6-fluorophenoxy)-2-chlorobenzoate